6-(((methanesulfonyl)oxy)methyl)-3-azabicyclo[3.1.0]Hexane-3-carboxylic acid tert-butyl ester C(C)(C)(C)OC(=O)N1CC2C(C2C1)COS(=O)(=O)C